N-(2-(4-(Adamantan-2-ylidene(4-hydroxyphenyl)methyl)phenoxy)ethyl)-adamantane-1-carboxamide C12C(C3CC(CC(C1)C3)C2)=C(C2=CC=C(OCCNC(=O)C31CC4CC(CC(C3)C4)C1)C=C2)C2=CC=C(C=C2)O